2-(2,6-diethylphenyl)-3-(1H-indol-5-yl)-5-(5-(trifluoromethyl)pyrimidin-2-yl)-4,5,6,7-tetrahydro-2H-pyrazolo[4,3-c]pyridine C(C)C1=C(C(=CC=C1)CC)N1N=C2C(CN(CC2)C2=NC=C(C=N2)C(F)(F)F)=C1C=1C=C2C=CNC2=CC1